C1(CC1)N1C(CCC1=O)C(=O)NC1=C(C=CC(=C1)OC1=CC=C(C=C1)C(F)(F)F)OC 1-Cyclopropyl-N-(2-methoxy-5-(4-(trifluoromethyl)phenoxy)phenyl)-5-oxo-pyrrolidine-2-carboxamide